N[C@H]1CC[C@H](CC1)O cis-4-aminocyclohexane-1-ol